4-(4-(2,5-Diazabicyclo[2.2.2]octan-2-yl)-8-fluoro-2-(((2S,7aR)-2-fluorotetrahydro-1H-pyrrolizin-7a(5H)-yl)methoxy)pyrido[4,3-d]pyrimidin-7-yl)-5-ethynyl-6-fluoronaphthalen-2-ol C12N(CC(NC1)CC2)C=2C1=C(N=C(N2)OC[C@@]23CCCN3C[C@H](C2)F)C(=C(N=C1)C1=CC(=CC2=CC=C(C(=C12)C#C)F)O)F